C(C1=CC=CC=C1)OC(=O)NCCC1=CC(=C(C=C1)N1CCN(CC1)C(=O)OC(C)(C)C)Cl tert-Butyl 4-[4-(2-[[(benzyloxy)carbonyl]amino]ethyl)-2-chlorophenyl]piperazine-1-carboxylate